N[C@H](C(=O)N)CC(=O)N (S)-2,4-diamino-4-oxobutanamide